The molecule is a cardenolide glycoside that is gitoxin in which the 16beta-hydroxy group has been formylated. It has a role as a metabolite. It derives from a gitoxin. C[C@@H]1[C@H]([C@H](C[C@@H](O1)O[C@@H]2[C@H](O[C@H](C[C@@H]2O)O[C@@H]3[C@H](O[C@H](C[C@@H]3O)O[C@H]4CC[C@]5([C@@H](C4)CC[C@@H]6[C@@H]5CC[C@]7([C@@]6(C[C@@H]([C@@H]7C8=CC(=O)OC8)OC=O)O)C)C)C)C)O)O